(S)-(N-phenyl-2-(quinuclidin-3-yl)acetamide) triborohydride [BH4-].[BH4-].[BH4-].C1(=CC=CC=C1)NC(C[C@@H]1CN2CCC1CC2)=O